CC(CC)(C)N1CC=C(C=C1)NC(CC1=C(C=C(C=C1)F)O)=O N-(1,1-Dimethylpropyl)-4-[[2-(4-fluoro-2-hydroxyphenyl)acetyl]amino]pyridin